4-[4-(Propan-2-yl)phenyl]piperidine-1-carboxylic acid tert-butyl ester C(C)(C)(C)OC(=O)N1CCC(CC1)C1=CC=C(C=C1)C(C)C